C1(CCC(CC1)CCCC(=O)O)CCCC(=O)O 4-cyclohexane-dibutyric acid